3-((4-(3-Amino-1H-indazol-5-yl)pyridin-2-yl)amino)benzoic acid NC1=NNC2=CC=C(C=C12)C1=CC(=NC=C1)NC=1C=C(C(=O)O)C=CC1